4-methyl-1-[N-[(3-methyl-1,2,3,4-tetrahydro-8-quinolyl)sulfonyl]-L-ornithyl]-2-piperidinecarboxylic acid CC1CC(N(CC1)C([C@@H](NS(=O)(=O)C=1C=CC=C2CC(CNC12)C)CCCN)=O)C(=O)O